Trismercaptoacetate SC(C(=O)[O-])(S)S